COC(=O)C=1C=NNC1 Pyrazole-4-carboxylic acid methyl ester